C(C)(C)(C)N1CC(CC1=O)CNC(C1=CC(=CC=C1)CNC1=NC=C(C2=C1CCO2)C2=CC=NC=C2)=O N-((1-(tert-Butyl)-5-oxopyrrolidin-3-yl)methyl)-3-(((7-(pyridin-4-yl)-2,3-dihydrofuro[3,2-c]pyridin-4-yl)amino)methyl)benzamid